C1=CC=CC=2C3=CC=CC=C3C(C12)COC(=O)N1CCN(CCN(CC1)CC(=O)O)CC(=O)O.COC=1C=C(/C=C/C2=CC=C(OCC(CN3CCN(CC3)C3=CC=CC=C3)O)C=C2)C=C(C1)OC (E)-1-(4-(3,5-dimethoxystyryl)phenoxy)-3-(4-phenylpiperazin-1-yl)propan-2-ol 2,2'-(7-(((9H-fluoren-9-yl)methoxy)carbonyl)-1,4,7-triazacyclononane-1,4-diyl)diacetate